adipic acid bis(1-(2-hydroxy-2-methylpropoxy)-2,2,6,6-tetramethylpiperidin-4-yl) ester OC(CON1C(CC(CC1(C)C)OC(CCCCC(=O)OC1CC(N(C(C1)(C)C)OCC(C)(C)O)(C)C)=O)(C)C)(C)C